E-β-Homoserine N[C@@H](CO)CC(=O)O